tert-butyl 9-(4-bromo-2-cyanophenyl)-3,9-diazaspiro[5.5]undecane-3-carboxylate BrC1=CC(=C(C=C1)N1CCC2(CCN(CC2)C(=O)OC(C)(C)C)CC1)C#N